3-Fluoro-4-bromobenzylamine hydrochloride Cl.FC=1C=C(CN)C=CC1Br